C(C1=CC=CC=C1)N1CC(OC2=C1C=C(C=C2)CC=2C=C(C=CC2Cl)[C@@H]2O[C@@H]([C@H]([C@@H]([C@H]2O)O)O)CO)(C)C (2S,3R,4R,5S,6R)-2-[3-(4-Benzyl-2,2-dimethyl-3,4-dihydro-2H-benzo[1,4]oxazin-6-ylmethyl)-4-chloro-phenyl]-6-hydroxymethyl-tetrahydro-pyran-3,4,5-triol